2'-(methylthio)-1,3,5',6-tetrahydrospiro[indene-2,7'-pyrano[2,3-d]pyrimidin]-4'-yl trifluoromethanesulfonate FC(S(=O)(=O)OC=1C2=C(N=C(N1)SC)OC1(CC2)CC2=CCCC=C2C1)(F)F